5-amino-1-methylpyrazole NC1=CC=NN1C